2,2,2-trichloroethyl (3-(pyridin-4-yl)bicyclo[1.1.1]pentan-1-yl)carbamate N1=CC=C(C=C1)C12CC(C1)(C2)NC(OCC(Cl)(Cl)Cl)=O